(S)-2-((4-(6-((4-methylbenzofuran-7-yl)methoxy)pyridin-2-yl)piperidin-1-yl)methyl)-1-(oxetane-2-ylmethyl)-1H-benzo[d]imidazole-6-carboxylic acid CC1=CC=C(C2=C1C=CO2)COC2=CC=CC(=N2)C2CCN(CC2)CC2=NC1=C(N2C[C@H]2OCC2)C=C(C=C1)C(=O)O